(3R)-3-[8-[4-(methylamino)cyclohexyl]-2,3-dihydro-1,4-benzoxazin-4-yl]piperidine-2,6-dione CNC1CCC(CC1)C1=CC=CC=2N(CCOC21)[C@H]2C(NC(CC2)=O)=O